tert-butyl (2R,3R)-2-(ethylsulfonamidomethyl)-3-fluoroazetidine-1-carboxylate C(C)S(=O)(=O)NC[C@H]1N(C[C@H]1F)C(=O)OC(C)(C)C